OC1=CC=C(C=C1)C(C)C1=CC=C(C=C1)O 2,2-bis(p-hydroxyphenyl)ethane